C(=O)C1=CC=CC(=N1)C(=O)O 6-FORMYLPYRIDINE-2-CARBOXYLIC ACID